2-(2-(ethyl(2-(4-((2-(3-fluorobenzoyl)-6-hydroxybenzo[b]thiophen-3-yl)oxy)phenoxy)ethyl)amino)ethoxy)acetic acid C(C)N(CCOCC(=O)O)CCOC1=CC=C(C=C1)OC=1C2=C(SC1C(C1=CC(=CC=C1)F)=O)C=C(C=C2)O